5-(2-cyclohexyl-2-propoxycarbonyl)-bicyclo[2.2.1]hept-2-ene C1(CCCCC1)C(C)(C)OC(=O)C1C2C=CC(C1)C2